N-BOC-(L)-threonine C(=O)(OC(C)(C)C)N[C@@H]([C@H](O)C)C(=O)O